FC[C@H](CC)N1C=NC(=C1C=1C=CC=2N(N1)C(=CN2)C(=O)N)C2=CC=C(C=C2)F (S)-6-(1-(1-fluorobutan-2-yl)-4-(4-fluoro-phenyl)-1H-imidazol-5-yl)imidazo[1,2-b]pyridazine-3-carboxamide